O1C=NC(=C1)CNC(C1=CC(=CC=C1)CNC1=NC=C(C2=C1CCO2)C2=CC=NC=C2)=O N-(oxazol-4-ylmethyl)-3-(((7-(pyridin-4-yl)-2,3-dihydrofuro[3,2-c]pyridin-4-yl)amino)methyl)benzamide